(6-(((tert-butyldimethylsilyl)oxy)methyl)pyridin-2-yl)methanesulfonic acid methyl ester COS(=O)(=O)CC1=NC(=CC=C1)CO[Si](C)(C)C(C)(C)C